NN1C(CCC1C1=CC(=CC(=C1)F)F)=O 1-amino-5-(3,5-difluorophenyl)pyrrolidin-2-one